3,3'-oxydipropionitrile O(CCC#N)CCC#N